NC1=NN(C=N1)CCCCCC[Si](OCC)(OCC)OCC 3-amino-1-[6-(triethoxysilyl)hexyl]-1,2,4-triazole